N-((R)-7-Benzyloxy-2,3-dihydro-benzo[1,4]dioxin-2-ylmethyl)-2-(1-methyl-piperidin-4-yl)-acetamide C(C1=CC=CC=C1)OC=1C=CC2=C(O[C@@H](CO2)CNC(CC2CCN(CC2)C)=O)C1